tris(2,4-di-t-butyl-5-methylphenyl) phosphite P(OC1=C(C=C(C(=C1)C)C(C)(C)C)C(C)(C)C)(OC1=C(C=C(C(=C1)C)C(C)(C)C)C(C)(C)C)OC1=C(C=C(C(=C1)C)C(C)(C)C)C(C)(C)C